(2S,3R,5R)-3-(5-(2-chloro-3,4-dihydroxybenzoyl)isoxazol-3-yl)-3-methyl-7-oxo-4-thia-1-azabicyclo[3.2.0]heptane-2-carboxylic acid 4,4-dioxide ClC1=C(C(=O)C2=CC(=NO2)[C@]2([C@@H](N3C(C[C@H]3S2(=O)=O)=O)C(=O)O)C)C=CC(=C1O)O